2-((((9H-Fluoren-9-yl)methoxy)carbonyl)amino)-4-(4-(methyl((tetrahydro-2H-pyran-2-yl)oxy)carbamoyl)phenyl)butanoic acid C1=CC=CC=2C3=CC=CC=C3C(C12)COC(=O)NC(C(=O)O)CCC1=CC=C(C=C1)C(N(OC1OCCCC1)C)=O